NC1=NC2=C(C=C(C=C2C=C1C)N(C=O)C1=C(C=C(C=C1)NS(=O)(=O)CCO)N1CCC2(CC2)CC1)N1CCC(CC1)(F)F N-[2-amino-8-(4,4-difluoropiperidinyl)-3-methyl(6-quinolinyl)](2-(6-azaspiro[2.5]octan-6-yl)-4-{[(2-hydroxyethyl)sulfonyl]amino}phenyl)formamide